NC1=C(C2=C(C(N1C1=C3C=NNC3=CC=C1C)=O)C(=C(S2)C2CC2)C)C(=O)N (S)-6-amino-2-cyclopropyl-3-methyl-5-(5-methyl-1H-indazol-4-yl)-4-oxo-4,5-dihydrothieno[3,2-c]pyridine-7-carboxamide